N1=CC=C(C2=CC=CC=C12)COC1=CC=C2CCN(CC2=C1)C(=O)OC(C)(C)C tert-butyl 7-((quinolin-4-yl) methoxy)-3,4-dihydroisoquinoline-2(1H)-carboxylate